2-(2-bromo-3,4-difluorophenyl)acetonitrile BrC1=C(C=CC(=C1F)F)CC#N